C(C=C)(=O)N1C[C@@H](N(CC1)C1=NC(N2C3=C(C(=C(C=C13)Cl)C1=C(C=C(C=C1)F)F)SC[C@@H]2CC2CCOCC2)=O)C (3S)-7-((S)-4-acryloyl-2-methylpiperazin-1-yl)-9-chloro-10-(2,4-difluorophenyl)-3-((tetrahydro-2H-pyran-4-yl)methyl)-2H-[1,4]thiazino[2,3,4-ij]quinazolin-5(3H)-one